N-(4-(naphthalene-1-yl)phenyl)-N-(4'-phenyl-[1,1':2',1'':4'',1'''-quaterphenyl]-4'''-yl)phenanthrene-2-amine C1(=CC=CC2=CC=CC=C12)C1=CC=C(C=C1)N(C1=CC=2C=CC3=CC=CC=C3C2C=C1)C1=CC=C(C=C1)C1=CC=C(C=C1)C=1C(=CC=C(C1)C1=CC=CC=C1)C1=CC=CC=C1